n-methoxy-4-(5-methoxy-1H-indol-2-yl)-2-carbonyl-5-pentyl-2,5-dihydrofuran-3-carboxamide CONC(=O)C=1C(OC(C1C=1NC2=CC=C(C=C2C1)OC)CCCCC)=C=O